magnesio-iron [MgH][Fe]